ClC1=C(C(=CC=C1)C1=CC=CC=C1)CC(C(=O)[O-])=O chloro-biphenylpyruvate